C1=CC=C(C=C1)OC2=CC=C(C=C2)OC3=CC=C(C=C3)OC4=CC=CC=C4 4,4'-oxybis(phenoxybenzene)